3,5-difluoro-2-methyl-1H-indole-7-carboxamide FC1=C(NC2=C(C=C(C=C12)F)C(=O)N)C